F[C@H]1[C@@H]2CCCCN([C@H]12)C(=O)OC(C)(C)C tert-Butyl (1S,7R,8S)-8-fluoro-2-azabicyclo[5.1.0]octane-2-carboxylate